S1C=C(C=C1)C=CCCC=O 5-(thiophene-3-yl)pent-4-enal